C(CCC(=O)OCC(CCCC)CC)(=O)OCC(CCCC)CC.[Na].[Na] disodium bis(2-ethylhexyl) succinate